C12CS(CC2C1C(=O)O)(=O)=O 3-thiabicyclo[3.1.0]hexane-6-carboxylic acid 3,3-dioxide